COC1=CC=C(C=C1)C(=O)O Anisic acid